OC1CC(CN(C1)C)NC(OC(C)(C)C)=O tert-butyl (5-hydroxy-1-methylpiperidin-3-yl)carbamate